ClC1=CC=C(C(=N1)C(=O)O)N[C@H](C)C=1C=C(C=C2C(C(=C(OC12)C=1C=CC=2N(C1)C=C(N2)C)C)=O)C 6-Chloro-3-[[(1R)-1-[3,6-dimethyl-2-(2-methyl-imidazo[1,2-a]pyridine-6-yl)-4-oxo-chromen-8-yl]-ethyl]amino]pyridine-2-carboxylic acid